[(1R,2R,5R)-2-amino-8-azabicyclo[3.2.1]octan-8-yl]-5-(4-chloro-2-methyl-2H-indazol-5-yl)-3-methyl-3H,4H,7H-pyrrolo[2,3-d]pyrimidin-4-one N[C@H]1[C@H]2CC[C@@H](CC1)N2C=2N(C(C1=C(N2)NC=C1C1=C(C2=CN(N=C2C=C1)C)Cl)=O)C